4-(4,4,5,5-tetramethyl-1,3,2-dioxaborolan-2-yl)-2-(trifluoromethyl)pyridine CC1(OB(OC1(C)C)C1=CC(=NC=C1)C(F)(F)F)C